3-(6-(2-hydroxy-4-(trifluoromethyl)phenyl)-5-methylpyridazine-3-carbonyl)piperidine-1-carboxylic acid tert-butyl ester C(C)(C)(C)OC(=O)N1CC(CCC1)C(=O)C=1N=NC(=C(C1)C)C1=C(C=C(C=C1)C(F)(F)F)O